C(C1=CC=CC=C1)OC1=C(C(=O)N2CC3=C(C=CC=C3CC2)NC(=O)C2COCC2)C(=CC(=C1)O)O N-(2-(2-(Benzyloxy)-4,6-dihydroxybenzoyl)-1,2,3,4-tetrahydroisoquinolin-8-yl)tetrahydrofuran-3-carboxamide